CC1(C2CCC=3C4=CC[C@H]([C@@H](CCC=C(C)C)C)[C@]4(CCC3[C@]2(CC[C@@H]1O)C)C)C 4,4-dimethylcholest-8,14,24-trien-3beta-ol